CN1C(=CC2=C1CN(C2)CCNC2=NC=CC1=CC=C(C=C21)C2=NOC(=N2)C)C(=O)OCC ethyl 1-methyl-5-(2-{[7-(5-methyl-1,2,4-oxadiazol-3-yl)isoquinolin-1-yl]amino}ethyl)-1H,4H,5H,6H-pyrrolo[2,3-c]pyrrole-2-carboxylate